(R)-1-(3-(difluoromethyl)-2-fluorophenyl)ethan-1-amine-1-d FC(C=1C(=C(C=CC1)[C@@](C)(N)[2H])F)F